C(O)C(C(C(=O)O)(C1OC2=CC=CC=C2CC1)CO)CCCCCCCCCCCCC.C(O)C(C(=O)O)(CCCCCCCCCCCCCC)CO.OC(C(C)=O)O dihydroxyacetone dimethylolpalmitate (dimethylolchromanyl-palmitate)